9-(p-bromophenyl)-9H-carbazole BrC1=CC=C(C=C1)N1C2=CC=CC=C2C=2C=CC=CC12